4-(1-Methoxy-2-methyl-1-oxopropan-2-yl)piperidine-1-carboxylic acid tert-butyl ester C(C)(C)(C)OC(=O)N1CCC(CC1)C(C(=O)OC)(C)C